2-chloro-6-(ethyl)quinoline-3-carboxylic acid ClC1=NC2=CC=C(C=C2C=C1C(=O)O)CC